phenyl-tris(dimethylvinylsiloxy)silane C1(=CC=CC=C1)[Si](O[SiH2]C=C(C)C)(O[SiH2]C=C(C)C)O[SiH2]C=C(C)C